[6-(4-methylbenzenesulfonyl)-1,2,3,4-tetrahydronaphthalen-1-yl]methylamine CC1=CC=C(C=C1)S(=O)(=O)C=1C=C2CCCC(C2=CC1)CN